(5-acetyl-pyrimidine-2-yl)-5,6-dihydropyridine C(C)(=O)C=1C=NC(=NC1)C1=NCCC=C1